N-(4-(4-chloro-5-cyano-6-methylpyridin-2-yl)phenyl)-2-fluoro-5-methoxybenzenesulphonamide ClC1=CC(=NC(=C1C#N)C)C1=CC=C(C=C1)NS(=O)(=O)C1=C(C=CC(=C1)OC)F